2-ethoxy-5-(1H-imidazol-2-yl)-N-(3-(thiazol-2-yl)benzyl)benzamide C(C)OC1=C(C(=O)NCC2=CC(=CC=C2)C=2SC=CN2)C=C(C=C1)C=1NC=CN1